ClCCC\C=C/CCCCCC(OCCCCCCCCC)OCCCCCCCCC (7Z)-11-chloro-1,1-dinonyloxy-7-undecene